4-[(4-tert-butylphenyl)amino]-2-(Morpholin-4-yl)-6-(prop-2-yl)5,6-dihydro-7H-pyrrolo[3,4-d]pyrimidin-7-one C(C)(C)(C)C1=CC=C(C=C1)NC=1C2=C(N=C(N1)N1CCOCC1)C(N(C2)C(C)C)=O